Zinc Germanium Phosphorus [P].[Ge].[Zn]